glycerol acrylate (GLYCERYL-ACRYLATE) C(C(O)CO)C(C(=O)OC(COC(C=C)=O)CO)=C